L-asparagin N[C@@H](CC(N)=O)C(=O)O